1-(3,3-difluorocyclobutyl)pyrimidine-2,4-dione FC1(CC(C1)N1C(NC(C=C1)=O)=O)F